C(C)C=1C=C(C(=C(C[N+]2(CC[N+](CC2)(CC2=C(C(=CC(=C2)CC)OC)OCCCCCCCC)[O-])[O-])C1)OCCCCCCCC)OC 1,4-Bis(5-ethyl-3-methoxy-2-octyloxybenzyl)piperazine 1,4-dioxide